O=C1N(C(=NC12CCNCC2)/C=C/C(=O)NC=2C=NC1=CC=CC=C1C2)C2=CC=C(C=C2)C (E)-3-(4-oxo-3-(p-tolyl)-1,3,8-triazaspiro[4.5]dec-1-en-2-yl)-N-(quinolin-3-yl)acrylamide